5-ethyl-2-((4-fluorobenzyl)oxy)benzenesulfonyl chloride C(C)C=1C=CC(=C(C1)S(=O)(=O)Cl)OCC1=CC=C(C=C1)F